BrC1=CC=2C(=CC=3C(CCC(C3C2)(C)C)(C)C)C1(C)C 2-bromo-1,1,5,5,8,8-hexamethyl-5,6,7,8-tetrahydro-1H-cyclopenta[b]naphthalene